(R)-4-(6-(2-(2-hydroxy-3-methylbutyryl)-2,8-diazaspiro[4.5]decan-8-yl)pyridin-3-yl)-6-(1-methyl-1H-pyrazol-4-yl)pyrazolo[1,5-a]pyridine-3-carbonitrile O[C@@H](C(=O)N1CC2(CC1)CCN(CC2)C2=CC=C(C=N2)C=2C=1N(C=C(C2)C=2C=NN(C2)C)N=CC1C#N)C(C)C